BrC1=C(C2=C(CS(C2)=O)C=C1)F 5-bromo-4-fluoro-1,3-dihydrobenzo[c]thiophene 2-oxide